CC1=NNC(=C1C1=CC=C(NC([C@H]([C@@H]2CCC3=CC=C(C=C23)C2=NC=NC(=C2)N2[C@@H]3CO[C@H](C2)C3)NC(=O)C3(CC3)F)=O)C=C1)C N-[(1S)-2-[4-(3,5-dimethyl-1H-pyrazol-4-yl)anilino]-1-[(1R)-6-[6-[(1S,4S)-2-oxa-5-azabicyclo[2.2.1]heptan-5-yl]pyrimidin-4-yl]indan-1-yl]-2-oxo-ethyl]-1-fluoro-cyclopropanecarboxamide